methyl-paraben (methyl-4-hydroxybenzoate) CC1=C(C(=O)O)C=CC(=C1)O.COC(=O)C1=CC=C(O)C=C1